(5S)-6-[4-isobutyl-3-(trifluoromethyl)phenyl]-5-methyl-4,5-dihydro-1,2,4-triazin-3(2H)-one C(C(C)C)C1=C(C=C(C=C1)C=1[C@@H](NC(NN1)=O)C)C(F)(F)F